4-(6-fluoro-4-(1,4-dioxa-8-azaspiro[4.5]decan-8-yl)quinoline-3-carbonyl)-N,N-dimethylpiperazine-1-sulfonamide FC=1C=C2C(=C(C=NC2=CC1)C(=O)N1CCN(CC1)S(=O)(=O)N(C)C)N1CCC2(OCCO2)CC1